C(C)(C)(C)OC(=O)N1CCC(CC1)(C1=NN=C(N1)C1=CC=NC=C1)NC=1C=C(C(=O)O)C=CC1 3-(1-(tert-butoxycarbonyl)-4-(5-(pyridin-4-yl)-4H-1,2,4-triazol-3-yl)piperidin-4-ylamino)benzoic acid